2-((4-chloro-2,5-difluorophenyl)amino)-N-(4-phenylpyridin-3-yl)pyrimidine-4-carboxamide ClC1=CC(=C(C=C1F)NC1=NC=CC(=N1)C(=O)NC=1C=NC=CC1C1=CC=CC=C1)F